2-(2-((R)-1-(4-chlorobenzyl)-3-((R or S)-2-(trifluoromethyl)oxetan-2-yl)pyrrolidin-3-yl)ethyl)-5-(methylsulfonyl)pyridine ClC1=CC=C(CN2C[C@@](CC2)([C@@]2(OCC2)C(F)(F)F)CCC2=NC=C(C=C2)S(=O)(=O)C)C=C1 |o1:11|